COC1=C(CN2NCC=3C2=NC(=CC3)N3C(COCC3)C)C=CC(=C1)OC 1-(2,4-dimethoxybenzyl)-6-(3-methylmorpholino)-2H-pyrazolo[3,4-b]pyridin